COC1=CC=C(CN(C=2N=CN(C(C2C(=O)OC)=O)C2=C(C=C(C=C2[N+](=O)[O-])CCOC)Cl)CC2=CC=C(C=C2)OC)C=C1 methyl 4-(bis(4-methoxybenzyl)amino)-1-(2-chloro-4-(2-methoxyethyl)-6-nitrophenyl)-6-oxo-1,6-dihydropyrimidine-5-carboxylate